zinc hexasulfide [S-]SSSS[S-].[Zn+2]